6-(6-oxo-4-oxa-7-azaspiro[2.5]octan-7-yl)pyridin O=C1COC2(CC2)CN1C1=CC=CC=N1